di(aminophenylethenyl)benzene NC(=CC1=C(C=CC=C1)C=C(N)C1=CC=CC=C1)C1=CC=CC=C1